2-(tetrahydro-2H-pyran-4-yl)propane-1,3-diol O1CCC(CC1)C(CO)CO